2-(3-ethylsulfanyl-4,5-dimethoxyphenyl)ethylamine C(C)SC=1C=C(C=C(C1OC)OC)CCN